N1=C(C=CC=2CCCNC12)CCN1N=C(N=C1)C(=O)NC[C@@H](C(=O)O)NS(=O)(=O)C1=C(C=C(C=C1C)C)C (S)-3-(1-(2-(5,6,7,8-tetrahydro-1,8-naphthyridin-2-yl)ethyl)-1H-1,2,4-triazole-3-carboxamido)-2-((2,4,6-trimethylphenyl)sulphonamido)propanoic acid